2-(4-methoxyphenyl)-6-methyl-5-(1-morpholinoethyl)indolizine-7-carboxylic acid COC1=CC=C(C=C1)C=1C=C2C=C(C(=C(N2C1)C(C)N1CCOCC1)C)C(=O)O